5-ethylbenzo[d]thiazole C(C)C=1C=CC2=C(N=CS2)C1